ClC1=CC=[14C](NC(C)=O)C=C1 para-chloroacetanilide-14C